benzyl (1-formylcyclopropyl)carbamate C(=O)C1(CC1)NC(OCC1=CC=CC=C1)=O